CC1=C(C=CC=C1C)N1CCN(CC1)C(CN1N=C(C=2CCCCC12)C(=O)N1C[C@@H](OCC1)CO)=O (R)-1-(4-(2,3-Dimethylphenyl)piperazin-1-yl)-2-(3-(2-(hydroxymethyl)morpholin-4-carbonyl)-4,5,6,7-tetrahydro-1H-indazol-1-yl)ethanon